N-[3-(difluoromethyl)-1-(4-formylcyclohexyl)pyrazol-4-yl]-5-[(1R)-2-oxa-5-azabicyclo[2.2.1]heptan-5-yl]pyrazolo[1,5-a]pyrimidine-3-carboxamide FC(C1=NN(C=C1NC(=O)C=1C=NN2C1N=C(C=C2)N2C1CO[C@@H](C2)C1)C1CCC(CC1)C=O)F